2-[(2S)-1-[(2,3-difluorophenyl)methyl]-5-oxopyrrolidin-2-yl]-N-methylsulfonylacetamid FC1=C(C=CC=C1F)CN1[C@@H](CCC1=O)CC(=O)NS(=O)(=O)C